C1(=CC(=CC=C1)CCC=O)C 3-(m-tolyl)propanal